2-(4-(2-((3,5-dimethylphenyl)amino)ethyl)phenoxy)-2-methylpropanoic acid CC=1C=C(C=C(C1)C)NCCC1=CC=C(OC(C(=O)O)(C)C)C=C1